C(C)OC(=O)C=1N=C2N(C=C(N=C2NCCC2CCN(CC2)C(=O)OC(C)(C)C)C2=CC=NC=C2)C1 8-[2-(1-tert-Butoxycarbonyl-piperidin-4-yl)-ethylamino]-6-pyridin-4-yl-imidazo[1,2-a]pyrazine-2-carboxylic acid ethyl ester